CO[Si]1(N(CCC1)CS[Si](OC)(OC)OC)C 2-methoxy-2-methyl-N-(trimethoxysilylthiomethyl)-1-aza-2-silacyclopentane